tert-Butyl chloromethyl glutarate C(CCCC(=O)OCCl)(=O)OC(C)(C)C